C[C@@H]1[C@H]([C@@H](CC(O1)O)O)O 2,6-dideoxy-D-arabinose